COC=1C=C(C=CC1)C1=CC(C=2C(=C3C=CC(OC3=CC2)(C)C)O1)=O 2-(3-methoxyphenyl)-8,8-dimethyl-4H,8H-pyrano[2,3-f]chromen-4-one